4-(1-((6-((6-azaspiro[3.4]octane-6-yl)methyl)imidazo[1,2-a]pyridin-2-yl)methyl)-1H-1,2,3-triazol-4-yl)-6-(methylthio)-1H-indazole C1CCC12CN(CC2)CC=2C=CC=1N(C2)C=C(N1)CN1N=NC(=C1)C1=C2C=NNC2=CC(=C1)SC